Methyl 2-((5-chloropyridin-2-yl) amino)-2-oxoacetate hydrochloride Cl.ClC=1C=CC(=NC1)NC(C(=O)OC)=O